FC(C(=O)O)(F)F.N1C(CCCC1=O)=O Piperidine-2,6-dione trifluoroacetate salt